NC=1C(=C2C(=NC1)C=CS2)NCC2CCN(CC2)C(=O)OC(C)(C)C tert-butyl 4-(((6-aminothieno[3,2-b]pyridin-7-yl)amino)methyl)piperidine-1-carboxylate